C1CC(CC1)CC(=O)O 3-cyclopentylacetic acid